tert-butyl 5-(1-(2,2-difluoroethyl)-1H-pyrazolo[3,4-b]pyrazin-6-yl)-6-oxooctahydro-2H-pyrrolo[3,4-c]pyridine-2-carboxylate FC(CN1N=CC=2C1=NC(=CN2)N2CC1C(CC2=O)CN(C1)C(=O)OC(C)(C)C)F